(R)-7-bromo-4-methyl-N-(1-(2-methyl-5-nitro-3-(trifluoromethyl)phenyl)ethyl)phthalazin-1-amine BrC1=CC=C2C(=NN=C(C2=C1)N[C@H](C)C1=C(C(=CC(=C1)[N+](=O)[O-])C(F)(F)F)C)C